2-(1-chlorocyclopropyl)-2-(2-chlorobenzyl)oxirane ClC1(CC1)C1(OC1)CC1=C(C=CC=C1)Cl